9-methyl-1,3,4,5-tetrahydropyrido[4,3-b]indol CC=1C=2C3=C(NC2C=CC1)CCNC3